C(=O)O.ClC=1C=C(C=CC1C(=O)N1CCN(CC1)C(=O)C1(CCNCC1)O)NC(=O)C=1N(C(=CN1)C1=C(C(=C(C=C1)OCC)F)F)C N-[3-chloro-4-[4-(4-hydroxypiperidine-4-carbonyl)piperazine-1-carbonyl]phenyl]-5-(4-ethoxy-2,3-difluoro-phenyl)-1-methyl-imidazole-2-carboxamide formate